1-((2-((1-methylpyrrolidin-3-yl)methoxy)naphthalen-1-yl)methyl)naphthalen-2-ol CN1CC(CC1)COC1=C(C2=CC=CC=C2C=C1)CC1=C(C=CC2=CC=CC=C12)O